FC(C=1C(=NC=CC1)CNC(=O)C1=NC=CN=C1)(F)F N-[[3-(trifluoromethyl)pyridin-2-yl]methyl]pyrazine-2-carboxamide